CC(CCO)CCCCCCCO 3-methyl-1,10-decanediol